[C@@H]1([C@H](O)[C@@H](O)[C@H](O)[C@H](O1)CO)C=1C(=C(C(=CC1O)O)CC=1C=C2N=CC=NC2=CC1)O 3-C-β-D-glucosyl-1-(quinoxalin-6-ylmethyl)benzene-2,4,6-triol